(4-(2,7-bis(4-methoxy-2-methylphenyl)-9H-carbazol-9-yl)phenyl)(4-(9,9-dimethylacridin-10(9H)-yl)phenyl)methanone COC1=CC(=C(C=C1)C1=CC=2N(C3=CC(=CC=C3C2C=C1)C1=C(C=C(C=C1)OC)C)C1=CC=C(C=C1)C(=O)C1=CC=C(C=C1)N1C=2C=CC=CC2C(C2=CC=CC=C12)(C)C)C